2,6-diphenylpyrimidine-4,5-diamine C1(=CC=CC=C1)C1=NC(=C(C(=N1)N)N)C1=CC=CC=C1